N=C1N(C=CN1C)CC=1C=C2C(CCOC2=CC1)=O 6-((2-imino-3-methyl-2,3-dihydro-1H-imidazol-1-yl)methyl)chroman-4-one